C[N+]1=CC(=CC2=CC=CC=C12)NC(=O)C1=NC2=C3N=C(C=CC3=CC=C2C=C1)C(=O)NC=1C=[N+](C2=CC=CC=C2C1)C 2-N,9-N-bis(1-methylquinolin-1-ium-3-yl)-1,10-phenanthroline-2,9-dicarboxamide